[(2SR,3RS)-2-{[6-(3,5-difluorophenyl)-pyridin-2-yl]methyl}-4,4-difluoro-1-(oxetane-2-carbonyl)pyrrolidin-3-yl]-methanesulfonamide FC=1C=C(C=C(C1)F)C1=CC=CC(=N1)C[C@@H]1N(CC([C@@H]1CS(=O)(=O)N)(F)F)C(=O)C1OCC1 |r|